[Se](=O)(OC(=O)Cl)OC1=CC(=CC=C1)C Chlorocarbonyl 3-methylphenyl selenite